C(C)(C)(C)OC([C@@H](CCC(=O)O)N1[C@@H](CCC1)CNC(=O)OC(C)(C)C)=O (R)-5-t-butoxy-4-((S)-2-((t-butoxycarbonylamino)methyl)pyrrolidin-1-yl)-5-oxopentanoic acid